C(C1=CC=CC=C1)C1=NC(=NN1)C(=O)N[C@@H]1C(N(C2=C(OC1)C=CC(=C2)CCC(=O)NC2CC2)C)=O (S)-5-benzyl-N-(7-(3-(cyclopropylamino)-3-oxopropyl)-5-methyl-4-oxo-2,3,4,5-tetrahydrobenzo[b][1,4]oxazepin-3-yl)-1H-1,2,4-triazole-3-carboxamide